C1CC12CCN(CC2)C2=C(C(=O)N)C=CC=C2 6-azaspiro[2.5]Oct-6-yl-benzamide